C(C)(=O)N1[C@H](CN(C[C@@H]1C)C=1C=2N(C=C(C1)S(=O)(=O)NC1(COC1)C)C(=NC2)C=2SC(=NN2)C(F)F)C 8-((3S,5S)-4-acetyl-3,5-dimethylpiperazin-1-yl)-3-(5-(difluoromethyl)-1,3,4-thiadiazol-2-yl)-N-(3-methyloxetane-3-yl)imidazo[1,5-a]pyridine-6-sulfonamide